tert-butyl 4-chloro-6-((6-cyano-4-(4-(2,2,2-trifluoroethyl)piperazin-1-yl)pyridin-2-yl)amino)-1H-indole-1-carboxylate ClC1=C2C=CN(C2=CC(=C1)NC1=NC(=CC(=C1)N1CCN(CC1)CC(F)(F)F)C#N)C(=O)OC(C)(C)C